N-(5-(5-cyano-3H-spiro[isobenzofuran-1,4'-piperidin]-1'-ylcarbonyl)-2-methylphenyl)-6-(isopropyl-amino)nicotinamide C(#N)C=1C=C2COC3(CCN(CC3)C(=O)C=3C=CC(=C(C3)NC(C3=CN=C(C=C3)NC(C)C)=O)C)C2=CC1